Benzyl (5R)-2-[(3-bromo-2-fluorophenyl)methyl]-3-(hydroxyimino)-5-methylpyrrolidine-1-carboxylate BrC=1C(=C(C=CC1)CC1N([C@@H](CC1=NO)C)C(=O)OCC1=CC=CC=C1)F